C(CCC)C1=CC=C(C=C1)C=1C(=O)NC(C1)=O p-butylphenyl-maleimide